C(C)(C)(C)OC(=O)N1CCN(CC1)S(=O)(=O)CC1[C@H]2CN(C[C@@H]12)C=1C2=C(N=C(N1)S(=O)(=O)C)C(CC2)(F)F 4-((((1r,5S,6r)-3-(7,7-difluoro-2-(methylsulfonyl)-6,7-dihydro-5H-cyclopenta[d]pyrimidin-4-yl)-3-azabicyclo[3.1.0]hex-6-yl)methyl)sulfonyl)piperazine-1-carboxylic acid tert-butyl ester